C1(CC1)C=1C=CC(=NC1)NC1=C(C=C(C=C1)S(=O)(=O)N(C)CC1=CC=C(C=C1)OC)C=1N=CN(C1)C 4-[(5-cyclopropyl-2-pyridyl)amino]-N-[(4-methoxyphenyl)methyl]-N-methyl-3-(1-methylimidazol-4-yl)benzenesulfonamide